methyl 2-(1-((tert-butyldimethylsilyl) oxy)-2-(4-(heptyloxy) phenoxy) propyl)-4,5-dihydrothiazole-4-carboxylate [Si](C)(C)(C(C)(C)C)OC(C(C)OC1=CC=C(C=C1)OCCCCCCC)C=1SCC(N1)C(=O)OC